C(C)(C)(C)OC(N(C)C1=NC(=CC(=C1C(=O)NN)C(CO)=O)Br)=O (6-bromo-3-(hydrazinocarbonyl)-4-(2-hydroxyacetyl)pyridin-2-yl)(methyl)carbamic acid tert-butyl ester